COC1=C(C(=O)NCC2=CC=C(C=C2)B2OC(C(O2)(C)C)(C)C)C=CC=C1 2-methoxy-N-{[4-(tetramethyl-1,3,2-dioxaborolan-2-yl)phenyl]methyl}benzamide